COC(C(C)C1=CC(=C(C=C1)C1=NN(C(=C1C#N)N)C1(CC1)C)F)=O 2-[4-[5-Amino-4-cyano-1-(1-methylcyclopropyl)pyrazol-3-yl]-3-fluorophenyl]propionic acid methyl ester